C(C)(C)(C)OC(=O)N(C1=NC=CC(=C1)C=1OC=C(N1)C(=O)NC=1C(=NN(C1)C1=CC=C(C(=O)OC)C=C1)C(F)F)CC(F)(F)F Methyl 4-[4-[[2-[2-[tert-butoxycarbonyl(2,2,2-trifluoroethyl)amino]-4-pyridyl]oxazole-4-carbonyl]amino]-3-(difluoromethyl)pyrazol-1-yl]benzoate